N-(5-((6-((R)-3-(3,5-difluorophenyl)isoxazolidine-2-yl)pyrimidine-4-yl)amino)-4-methoxy-2-(3-methoxy-3-methylbutoxy)phenyl)acrylamide FC=1C=C(C=C(C1)F)[C@@H]1N(OCC1)C1=CC(=NC=N1)NC=1C(=CC(=C(C1)NC(C=C)=O)OCCC(C)(C)OC)OC